2-{[(2S)-1,4-dioxan-2-yl]methyl}-4-methyl-8-(trifluoromethyl)-N-{[2-(trifluoromethyl)pyrimidin-5-yl]methyl}-4,5-dihydro-2H-furo[2,3-g]indazole-7-carboxamide O1[C@H](COCC1)CN1N=C2C3=C(CC(C2=C1)C)OC(=C3C(F)(F)F)C(=O)NCC=3C=NC(=NC3)C(F)(F)F